C(C1=CC=CC=C1)C=1NC(=NN1)C(=O)NC1=NC=CC(=C1)C1=C(C=CC(=C1)OCCOC(C)(C)C)Cl 5-benzyl-N-(4-(5-(2-(tert-butoxy)ethoxy)-2-chlorophenyl)pyridin-2-yl)-4H-1,2,4-triazole-3-carboxamide